(2S)-4-[(1S,4aS,8aS)-5,5,8a-trimethyl-2-methylene-decalin-1-yl]-2-methyl-butanal CC1([C@@H]2CCC([C@@H]([C@]2(CCC1)C)CC[C@@H](C=O)C)=C)C